C(=O)O.ClC1=C(C=CC(=C1)NC=1C=2N(C=CN1)C(=CN2)C=2C(=NN(C2)CC=2C=NC=NC2)C(F)(F)F)C(=O)N2CCNCC2 [2-chloro-4-[[3-[1-(pyrimidin-5-ylmethyl)-3-(trifluoromethyl)pyrazol-4-yl]imidazo[1,2-a]pyrazin-8-yl]amino]phenyl]-piperazin-1-ylmethanone formate